3,5-bis-acrylamido-phenylalanine C(C=C)(=O)NC=1C=C(C[C@H](N)C(=O)O)C=C(C1)NC(C=C)=O